C1(=C(C=CC=C1)C1=CC(=NC(=N1)C1=CC=CC=C1)C1=C(C=CC=C1)C1=C2C=3C=CC(=CC3C3(C2=CC=C1)CCCCC3)C#N)C3=CC=CC=C3 5'-(2-(6-([1,1'-biphenyl]-2-yl)-2-phenylpyrimidin-4-yl)phenyl)spiro[cyclohexane-1,9'-fluorene]-2'-carbonitrile